tert-butyloxycarbonyl-D-tyrosine methyl ester COC([C@H](NC(=O)OC(C)(C)C)CC1=CC=C(C=C1)O)=O